FC(CN1N=C(C=C1)CO)F (1-(2,2-difluoroethyl)-1H-pyrazol-3-yl)methanol